COC1=CC(CCN)=CC(C1)(SC)OC 3,5-dimethoxy-5-methylthiophenethylamine